2-ethyl-N,N-dimethylcaproamide C(C)C(C(=O)N(C)C)CCCC